5-(2-(4-(5-(3,5-difluorophenyl)-4,5-dihydro-1H-pyrazole-1-carbonyl)piperazin-1-yl)-5-fluoropyrimidin-4-yl)-1-methyl-1H-1,2,4-triazole-3-carboxylic acid FC=1C=C(C=C(C1)F)C1CC=NN1C(=O)N1CCN(CC1)C1=NC=C(C(=N1)C1=NC(=NN1C)C(=O)O)F